2-{2-fluoro-6-[(3S,4R)-3-hydroxy-4-(hydroxymethyl)piperidin-1-yl]pyridin-3-yl}-1H-indol-5-ol FC1=NC(=CC=C1C=1NC2=CC=C(C=C2C1)O)N1C[C@H]([C@H](CC1)CO)O